O1COC2=C1C=CC(=C2)COC=2C=CC=C1C(=CC=NC21)C=2C=NN(C2)CC(F)(F)F 8-(benzo[d][1,3]dioxol-5-ylmethoxy)-4-(1-(2,2,2-trifluoroethyl)-1H-pyrazol-4-yl)quinoline